C(C(=C)C)(=O)OCC(C[Si](O[Si](C)(C)C)(O[Si](C)(C)C)O[Si](C)(C)C)O 2-hydroxy-3-(tris(trimethylsiloxy)silyl)propyl methacrylate